NC1=CC=C(C=C1)N1[C@@H]2CN([C@H](C1)C2)CC2CCC1(CCN(CC1)C(=O)C=1C=CC(=C(C1)N1C(NC(CC1)=O)=O)Cl)CC2 1-(5-(9-(((1S,4S)-5-(4-aminophenyl)-2,5-diazabicyclo[2.2.1]heptan-2-yl)methyl)-3-azaspiro[5.5]undecane-3-carbonyl)-2-chlorophenyl)dihydropyrimidine-2,4(1H,3H)-dione